di-tert-butyl 1-(4-(1-fluorocyclopropyl)-2,6-dimethylphenyl)hydrazine-1,2-dicarboxylate FC1(CC1)C1=CC(=C(C(=C1)C)N(NC(=O)OC(C)(C)C)C(=O)OC(C)(C)C)C